C(#N)C1=C(C(=O)NC=2SC(=CN2)[N+](=O)[O-])C=CC=C1 2-cyano-N-(5-nitrothiazol-2-yl)benzamide